FC1CCC(CC1)C(=O)O 4-FLUORO-CYCLOHEXANECARBOXYLIC ACID